ClC=1C(=C(C(=CC1)C#N)[C@@H]1[C@H](C1)C(=O)NC1=NC=NC(=C1)NCC=1N=C2N(C=C(C=C2)C2CC2)C1)F |r| rac-(1S*,2S*)-2-(3-chloro-6-cyano-2-fluorophenyl)-N-(6-(((6-cyclopropylimidazo[1,2-a]pyridin-2-yl)methyl)amino)pyrimidin-4-yl)cyclopropane-1-carboxamide